CSC=1C=C(C=CC1)CC#N (3-(methylthio)phenyl)acetonitrile